6-(4-(2-((2-(2,6-dioxopiperidin-3-yl)-1,3-dioxoisoindolin-5-yl)oxy)ethyl)piperazin-1-yl)nicotinic acid O=C1NC(CCC1N1C(C2=CC=C(C=C2C1=O)OCCN1CCN(CC1)C1=NC=C(C(=O)O)C=C1)=O)=O